((S)-1-(4-fluorophenyl)-3,4-dihydroisoquinolin-2(1H)-yl)((2R,5R)-5-hydroxytetrahydro-2H-pyran-2-yl)methanone FC1=CC=C(C=C1)[C@@H]1N(CCC2=CC=CC=C12)C(=O)[C@@H]1OC[C@@H](CC1)O